ClC1=C(C(Cl)(Cl)Cl)C=C(C(=C1[N+](=O)[O-])Cl)[N+](=O)[O-] 2,4-dichloro-3,5-dinitrotrichlorotoluene